OC1=CC=C(C=C1)[C@H]1N(C[C@@H](CC1)C)C(C(=O)NC1=NC=CC=C1C(=O)N)=O [[2-[(2S,5R)-2-(4-hydroxyphenyl)-5-methyl-1-piperidyl]-2-oxo-acetyl]amino]pyridine-3-carboxamide